N-(((3r,5r,7r)-adamantan-1-yl)methyl)-1-(4-(hydroxycarbamoyl)-2-methoxybenzyl)-1H-indole-5-carboxamide C12(CC3CC(CC(C1)C3)C2)CNC(=O)C=2C=C3C=CN(C3=CC2)CC2=C(C=C(C=C2)C(NO)=O)OC